2-cyclopropyl-N-(1-(2,6-dimethoxyphenyl)-2-(6-ethoxypyridin-2-yl)-1H-imidazo[4,5-b]pyrazin-6-yl)ethanesulfonamide C1(CC1)CCS(=O)(=O)NC1=CN=C2C(=N1)N(C(=N2)C2=NC(=CC=C2)OCC)C2=C(C=CC=C2OC)OC